4'-((2-butyl-4-oxo-1,3-diazaspiro[4.4]non-1-en-3-yl)methyl)-N-(4-chloro-5-methylisoxazol-3-yl)-2'-(ethoxydeuteriomethyl)-[1,1'-biphenyl]-2-sulfonamide C(CCC)C1=NC2(C(N1CC1=CC(=C(C=C1)C=1C(=CC=CC1)S(=O)(=O)NC1=NOC(=C1Cl)C)C([2H])OCC)=O)CCCC2